C1(CC1)C(=CC(=O)OC)NC=1C(NC(NC1)=O)=O Methyl 3-cyclopropyl-3-[(2,4-dioxo-1,2,3,4-tetrahydropyrimidin-5-yl)amino]prop-2-enoate